Tert-butyl (1S,3S)-3-aminocyclopentylcarbamate N[C@@H]1C[C@H](CC1)NC(OC(C)(C)C)=O